NC1(CN(CC1)C1=C(C(=C(C=C1)F)C(F)(F)F)CN1C2=NC=NC(=C2N=C1)N)C(=O)N 3-amino-1-(2-((6-amino-9H-purin-9-yl)methyl)-4-fluoro-3-(trifluoromethyl)phenyl)pyrrolidine-3-carboxamide